4,6-Dichloro-N,N-dimethyl-1,3,5-triazin-2-amine CN(C)C1=NC(=NC(=N1)Cl)Cl